P(=O)(O)(O)OC[C@@H]1[C@H](C([C@@H](O1)N1C(=O)N=C(N)C=C1)(F)F)O deoxy-2',2'-difluorocytidine-5'-phosphate